N-{2-[4-amino-7-(1H-pyrazol-3-yl)-2H-pyrazolo[3,4-c]quinolin-2-yl]ethyl}methanesulfonamide NC1=NC=2C=C(C=CC2C=2C1=NN(C2)CCNS(=O)(=O)C)C2=NNC=C2